CN(C1=C2C(N(C(NC2=C(C=C1)S(=O)(=O)C=1C=C(C=CC1)C)=O)O)=O)C 5-(dimethylamino)-3-hydroxy-8-(m-tolylsulfonyl)quinazoline-2,4(1H,3H)-dione